7-methoxy-1-methyl-2-oxo-4-{4-[4-(trifluoromethoxy)phenoxy]piperidin-1-yl}-1,2-dihydroquinoline-3-carbonitrile COC1=CC=C2C(=C(C(N(C2=C1)C)=O)C#N)N1CCC(CC1)OC1=CC=C(C=C1)OC(F)(F)F